C(C=CC1=CC=CC=C1)N1CCN(CC1)CCCCOC1=C(C=CC=C1)\C=C\C1=CC(=CC(=C1)OC)OC 1-cinnamyl-4-(4-((E)-3,5-dimethoxystyrylphenoxy)butyl)piperazine